dihydroxy-6α-methylpregn-4-ene-3,20-dione OC(C([C@H]1CC[C@H]2[C@@H]3C[C@@H](C4=CC(CC[C@]4(C)[C@H]3CC[C@]12C)=O)C)=O)O